FC=1C=C2C(=C(NC2=C(C1)F)C1=CC=C(C=C1)F)C#CCC1(CCC1)O 1-[3-[5,7-difluoro-2-(4-fluorophenyl)-1H-indol-3-yl]Prop-2-ynyl]Cyclobutanol